C1(CCCCC1)CC(=O)OC[C@H]1O[C@H]([C@]([C@@H]1O)(C)F)N1C2=NC(=NC(=C2N=C1)NC)N ((2R,3R,4R,5R)-5-(2-amino-6-(methylamino)-9H-purin-9-yl)-4-fluoro-3-hydroxy-4-methyltetrahydrofuran-2-yl)methyl 2-cyclohexylacetate